C(C)(C)(C)C1=CC=C(C=C1)[I+]C1=CC=C(C=C1)C(C)(C)C Bis-(4-t-butylphenyl)-iodonium